ClC=1C=C(N)C=CC1OC(F)(F)F 3-chloro-4-(trifluoromethoxy)aniline